C(C(=O)[O-])(=O)[O-].[Mn+].C(C)[N+](CC)(CC)CC tetraethylammonium manganese oxalate